8-(2-chloro-4-phenoxybenzoyl)-2-(4-hydroxycyclohexyl)-1,2-dihydropyrazolo[3,4-d]Pyrrolo[2,3-b]Pyridin-3(6H)-one ClC1=C(C(=O)C2=CNC3=NC=C4C(=C32)NN(C4=O)C4CCC(CC4)O)C=CC(=C1)OC1=CC=CC=C1